BrC1=CC=C(C=C1)[Se]C=1C(=NN(C1C)C1=CC=CC=C1)C 4-((4-bromophenyl)selanyl)-3,5-dimethyl-1-phenyl-1H-pyrazole